O[C@@H]1CC[C@@H]([C@H](/C=C/[C@@H]([C@H](C(C(C1)=O)=O)/C(=C/C1=C2C=NNC2=C(C=C1)C)/C)C)OC(=O)N1CCN(CC1)C)C 4-methylpiperazine-1-carboxylic acid [(2s,3s,4E,6r,7s,10r)-10-hydroxy-3,7-dimethyl-2-[(E)-1-(7-methyl-1H-indazol-4-yl) prop-1-en-2-yl]-12-oxo-1-oxocyclododec-4-en-6-yl] ester